[Cl-].C(CCCCCCCCCCCCCCC)C[N+](C)(C)CC1=CC=CC=C1 cetylbenzyl-trimethyl-ammonium chloride